NC1=CC=C(C(=C1C=O)F)F 6-AMINO-2,3-DIFLUOROBENZALDEHYDE